8-fluoro-6-((R)-1-hydroxy-2-((3as,5s,6ar)-3a-hydroxy-5-phenoxyhexahydrocyclopenta[c]pyrrol-2(1H)-yl)ethyl)-3,4-dihydroquinolin-2(1H)-one FC=1C=C(C=C2CCC(NC12)=O)[C@H](CN1C[C@@H]2[C@](C1)(C[C@H](C2)OC2=CC=CC=C2)O)O